FC=1C=2OCC(N3C=C(C(C(=CC1F)C32)=O)CN[C@@H]3CN(CCC3)C=3C=NC(=CC3)[N+](=O)[O-])C 6,7-difluoro-2-methyl-11-[[[(3S)-1-(6-nitro-3-pyridinyl)-3-piperidinyl]amino]methyl]-4-oxa-1-azatricyclo[7.3.1.05,13]tridecane-5(13),6,8,11-tetraen-10-one